FCCOC(C)(F)F 1,1-difluoroethyl 2-fluoroethyl ether